NC1=C(C=C(C=C1)O)NC(N(C)CCN(C(=O)N1C=CC2=C1N=CN=C2N(C)[C@@H]2[C@@H](CCC(C2)C(CC#N)=O)C)C)=O N-(2-(3-(2-amino-5-hydroxyphenyl)-1-methylureido)ethyl)-4-(((1S,2R)-5-(2-cyanoacetyl)-2-methylcyclohexyl)(methyl)amino)-N-methyl-7H-pyrrolo[2,3-d]pyrimidine-7-carboxamide